NC1(C(CCC1)(O)[2H])[2H] 2-amino-1,2-dideuteriocyclopentanol